8-methyl-6-[2-(2-oxa-7-aza-spiro[3.5]non-7-yl)-ethoxy]-2-thieno[2,3-c]pyridin-5-yl-3H-quinazolin-4-one CC=1C=C(C=C2C(NC(=NC12)C=1C=C2C(=CN1)SC=C2)=O)OCCN2CCC1(COC1)CC2